(1-(but-2-ynyl)-3-fluoroazetidin-3-yl)methyl 4-((5-cyclopropyl-3-isopropylpyrazolo[1,5-a]pyrimidin-7-yl)amino)piperidine-1-carboxylate C1(CC1)C1=NC=2N(C(=C1)NC1CCN(CC1)C(=O)OCC1(CN(C1)CC#CC)F)N=CC2C(C)C